methyl-2-(p-tolyl)-6,7,8,9-tetrahydropyrido[1,2-a]pyrrolo[2,3-d]pyrimidin-4(1H)-one CN1C(=CC2=C1N=C1N(C2=O)CCCC1)C1=CC=C(C=C1)C